OC(=O)C(F)(F)F.CN(C(OC1=C(C=2C=C3C(=NC2C=C1)C1=CC2=C(C(N1C3)=O)COC([C@]2(O)CC)=O)CN(C)C)=O)C2CCNCC2 (S)-10-((dimethylamino)methyl)-4-ethyl-4-hydroxy-3,14-dioxo-3,4,12,14-tetrahydro-1H-pyrano[3',4':6,7]indolizino[1,2-b]quinolin-9-yl methyl(piperidin-4-yl)carbamate TFA salt